2-butyl-4-chloro-1-(3-morpholinopropyl)-1H-imidazole-5-carbaldehyde C(CCC)C=1N(C(=C(N1)Cl)C=O)CCCN1CCOCC1